3-(4-amino-2-(4-(tert-butoxy)-4-oxobutoxy)-5-fluorophenyl)propanoic acid NC1=CC(=C(C=C1F)CCC(=O)O)OCCCC(=O)OC(C)(C)C